CN1N=CC=2C1=NC(=CC2N2CC=1C=CC(=NC1[C@H](C2)C)N2CCOC1(CNC1)C2)C 8-[(8S)-6-(1,6-dimethylpyrazolo[3,4-b]pyridin-4-yl)-8-methyl-7,8-dihydro-5H-1,6-naphthyridin-2-yl]-5-oxa-2,8-diazaspiro[3.5]nonane